FC(C(=O)[O-])(F)F.NC(C#CC[NH-])C1=CC=C(C=C1)N[C@@H]1C[C@@H](N(C2=CC=CC=C12)C(CC)=O)C 4-amino-N-(4-(((2S,4R)-2-methyl-1-propionyl-1,2,3,4-tetrahydroquinolin-4-yl)amino)phenyl)but-2-ynylamide trifluoroacetate